5,10,15,20-tetrakis(4-pyridyl)porphyrin cobalt [Co].N1=CC=C(C=C1)C=1C2=CC=C(N2)C(=C2C=CC(C(=C3C=CC(=C(C=4C=CC1N4)C4=CC=NC=C4)N3)C3=CC=NC=C3)=N2)C2=CC=NC=C2